C1(=C(C=CC=C1)CC(O)(C)C(C)(C)O)CC(O)(C)C(C)(C)O phenylenedipinacol